tert-butyl N-[(3R)-1-[5-[3-cyano-4-(2-pyridylsulfanyl)pyrazolo[1,5-a]pyridin-6-yl]-2-pyridyl]pyrrolidin-3-yl]carbamate C(#N)C=1C=NN2C1C(=CC(=C2)C=2C=CC(=NC2)N2C[C@@H](CC2)NC(OC(C)(C)C)=O)SC2=NC=CC=C2